C(CC)C(CO)(CO)CCC dipropyl-1,3-propanediol